NC1=C2N=CN(C2=NC=N1)C1=CC=C(CN2N=CC=3C2=NC=C(C3)C(C(F)(F)F)(F)F)C=C1 N-(4-(6-Amino-9H-purin-9-yl)benzyl)-5-(perfluoroethyl)-1H-pyrazolo[3,4-b]pyridine